(4'-methyl-[1,1'-biphenyl]-3-carbonyl)glycine CC1=CC=C(C=C1)C1=CC(=CC=C1)C(=O)NCC(=O)O